2,6-dinitropyridin-3-yl diethylcarbamate C(C)N(C(OC=1C(=NC(=CC1)[N+](=O)[O-])[N+](=O)[O-])=O)CC